cis-4-methylcyclohexyl alcohol C[C@H]1CC[C@H](CC1)O